C(C)C1=C(N=C2N1C=CC(=C2)C(=O)O)C(C2=C(C=CC=C2)C(F)(F)F)O 3-ethyl-2-(hydroxy(2-(trifluoromethyl)phenyl)methyl)imidazo[1,2-a]Pyridine-7-carboxylic acid